tert-butyl 5-bromo-3-(((2,6-dioxopiperidin-3-yl)amino)methyl)thiophene-2-carboxylate BrC1=CC(=C(S1)C(=O)OC(C)(C)C)CNC1C(NC(CC1)=O)=O